L-SorBose OCC(=O)[C@@H](O)[C@H](O)[C@@H](O)CO